C(C1=CC=CC=C1)OC=1C(=C(C(=NC1C)NC(OCCCC)=O)C)C Butyl (5-benzyloxy-3,4,6-trimethylpyridin-2-yl)carbamate